N-(4-((2-oxabicyclo[2.1.1]hexan-1-yl)methoxy)-2,3-difluorophenyl)-6-((1S,4S)-2,5-diazabicyclo[2.2.1]heptan-2-yl)pyrido[3,2-d]pyrimidin-4-amine C12(OCC(C1)C2)COC2=C(C(=C(C=C2)NC=2C1=C(N=CN2)C=CC(=N1)N1[C@@H]2CN[C@H](C1)C2)F)F